COC=1C(=C2C=CN(C2=C(C1)C)C(=O)OC(C)(C)C)CN1[C@H](CC2(COC2)CC1)C1=CC=C(C=C1)C(=O)OC |r| racemic-tert-butyl 5-methoxy-4-((6-(4-(methoxycarbonyl)phenyl)-2-oxa-7-azaspiro[3.5]nonan-7-yl)methyl)-7-methyl-1H-indole-1-carboxylate